C(C)(C)(C)OC(=O)CCCCCCCCCCCCOC=1C2=CC=CC=C2C(=C2C=CC=CC12)OCCCCCCCCCCCCC(=O)OC(C)(C)C 9,10-bis(tert-butoxycarbonyldodecyloxy)anthracene